5,8-bis(5-bromothiophen-2-yl)-2,3-bis(4-chloro-5-(2-ethylhexyl)thiophen-2-yl)-6,7-difluoroquinoxaline BrC1=CC=C(S1)C1=C2N=C(C(=NC2=C(C(=C1F)F)C=1SC(=CC1)Br)C=1SC(=C(C1)Cl)CC(CCCC)CC)C=1SC(=C(C1)Cl)CC(CCCC)CC